C1(=CC=CC=C1)C1=CC(=CC(=C1)N1C=CC=2C1=NC(=CC2)NC2=C(C=C(C=C2C)C)C)C2=CC=CC=C2 1-([1,1':3',1''-terphenyl]-5'-yl)-N-mesityl-1H-pyrrolo[2,3-b]pyridin-6-amine